2-(isoxazol-3-ylamino)-N-(2-((2-(methoxycarbonyl)-4-methylthiophen-3-yl)amino)-2-oxoethyl)-N,N-bis(2-methoxyethyl)-2-oxoethan-1-aminium O1N=C(C=C1)NC(C[N+](CCOC)(CCOC)CC(=O)NC1=C(SC=C1C)C(=O)OC)=O